C(C)(C)(C)OC(=O)NC1(CC2=CC(=CC=C2CC1)OC=1C=C(C=CC1)C1=CC(=CC=C1)C(F)(F)F)C(=O)OC methyl 2-((tert-butoxycarbonyl) amino)-7-((3'-(trifluoromethyl)-[1,1'-biphenyl]-3-yl) oxy)-1,2,3,4-tetrahydronaphthalene-2-carboxylate